C1(CC1)C1=NC=NC(=C1C1=NC(=C(C(=N1)C)C(=O)OC)NCC1=CC=C(C=C1)N1N=C(C=C1C)C(F)(F)F)OC methyl 4'-cyclopropyl-6'-methoxy-4-methyl-6-((4-(5-methyl-3-(trifluoromethyl)-1H-pyrazol-1-yl)benzyl)amino)-(2,5'-bipyrimidine)-5-carboxylate